tert-butyl 4-[2-(2,8-dimethylimidazo[1,2-b]pyridazin-6-yl)-8-fluoro-imidazo[1,2-a]pyridin-6-yl]piperidine-1-carboxylate CC=1N=C2N(N=C(C=C2C)C=2N=C3N(C=C(C=C3F)C3CCN(CC3)C(=O)OC(C)(C)C)C2)C1